N-(3-(3-amino-4-(1-oxo-1,2,3,4-tetrahydroisoquinolin-6-yl)-1H-pyrazol-1-yl)-5-(hydroxymethyl)phenyl)acrylamide NC1=NN(C=C1C=1C=C2CCNC(C2=CC1)=O)C=1C=C(C=C(C1)CO)NC(C=C)=O